benzyl (4-((5-amino-6-chloropyrimidin-4-yl)amino)bicyclo[2.2.1]heptan-1-yl)carbamate NC=1C(=NC=NC1Cl)NC12CCC(CC1)(C2)NC(OCC2=CC=CC=C2)=O